1-(Cyclopropylmethyl)-N-(3-(2-methyl-1-(4-methyl-4H-1,2,4-triazol-3-yl)propan-2-yl)phenyl)-2-oxo-5-(piperidin-1-ylmethyl)-1,2-dihydropyridine-3-carboxamide C1(CC1)CN1C(C(=CC(=C1)CN1CCCCC1)C(=O)NC1=CC(=CC=C1)C(CC1=NN=CN1C)(C)C)=O